CC1=CC(=NC=C1)N 4-methyl-pyridin-2-amine